3-chloro-6-(2,4-dimethoxypyrimidin-5-yl)-4-((1S,2S)-2-((S)-1-fluoroethyl)cyclopropyl)pyridazine ClC=1N=NC(=CC1[C@@H]1[C@H](C1)[C@H](C)F)C=1C(=NC(=NC1)OC)OC